CC(C(=O)OC1(CC=C(CC1)C)C(C)=O)(C)C 1-acetyl-4-methylcyclohex-3-en-1-yl trimethylacetate